6-methoxy-3-methylene-2-(3,5-dimethylphenyl)isoindolin-1-one COC1=CC=C2C(N(C(C2=C1)=O)C1=CC(=CC(=C1)C)C)=C